CNC=1N=CC2=C(N1)NC(C(=C2)B(O)O)=O (2-(methylamino)-7-oxo-7,8-dihydropyrido[2,3-d]pyrimidin-6-yl)boronic acid